4-chloro-3-((2-chloro-4-((5-cyclopropyl-3-(2,6-dichlorophenyl)isoxazol-4-yl)methoxy)phenyl)ethynyl)benzoic acid ClC1=C(C=C(C(=O)O)C=C1)C#CC1=C(C=C(C=C1)OCC=1C(=NOC1C1CC1)C1=C(C=CC=C1Cl)Cl)Cl